C[C@H]1CC[C@@H](N(C1)C(C(=O)NC=1C2=C(C=NC1)C=NN2COCC[Si](C)(C)C)=O)C=2C=CC1=C(N=C(S1)CCN1CCCC1)C2 2-((2R,5S)-5-methyl-2-(2-(2-(pyrrolidin-1-yl)ethyl)benzo[d]thiazol-5-yl)piperidin-1-yl)-2-oxo-N-(1-((2-(trimethylsilyl)ethoxy)methyl)-1H-pyrazolo[4,3-c]pyridin-7-yl)acetamide